BrC=1C(=NC=CC1)[N+](=O)[O-] 3-bromo-2-nitro-pyridine